5-((5-aminopentyl)amino)-2-(2,6-dioxopiperidin-3-yl)isoindoline-1,3-dione hydrochloride Cl.NCCCCCNC=1C=C2C(N(C(C2=CC1)=O)C1C(NC(CC1)=O)=O)=O